2-(trimethylsilyl)ethyl (2-bromoethyl)carbamate BrCCNC(OCC[Si](C)(C)C)=O